OC=1C=C(C=NC1)C1=C(C=CC=C1)CCC(=O)N1CCN(CC1)C1=CC=C(C(=O)NS(=O)(=O)C2=CC(=C(C=C2)NCCSC2=CC=CC=C2)C(F)(F)F)C=C1 4-[4-[3-[2-(5-Hydroxypyridin-3-yl)phenyl]propanoyl]piperazin-1-yl]-N-[4-(2-phenylsulfanylethylamino)-3-(trifluoromethyl)phenyl]sulfonylbenzamide